(R)-(1-hydroxypropan-2-yl)benzyl carbamate C(N)(O[C@@H](C1=CC=CC=C1)C(CO)C)=O